(S)-quinuclidin-3-yl (5-(4-ethoxy-2-methylphenyl)-2,2-dimethyl-2,3-dihydro-1H-inden-1-yl)carbamate C(C)OC1=CC(=C(C=C1)C=1C=C2CC(C(C2=CC1)NC(O[C@@H]1CN2CCC1CC2)=O)(C)C)C